[O-]CCCCCCCCCCCCCCCCCCCC oxidocosan